3-(1-Oxo-5-(((R)-1-(quinolin-3-ylmethyl)pyrrolidin-3-yl)methyl)isoindolin-2-yl)-piperidine-2,6-dione O=C1N(CC2=CC(=CC=C12)C[C@H]1CN(CC1)CC=1C=NC2=CC=CC=C2C1)C1C(NC(CC1)=O)=O